(S)-tert-butyl (2-hydroxy-4-(4-methylthiazole-2-carboxamido)bicyclo[2.2.2]octan-1-yl)carbamate O[C@@H]1C2(CCC(C1)(CC2)NC(=O)C=2SC=C(N2)C)NC(OC(C)(C)C)=O